(2R,3R,4S,5S)-3-(3,4-difluoro-2-methoxyphenyl)-4-methoxy-5-methyltetrahydrofuran-2-carboxylic acid methyl ester COC(=O)[C@@H]1O[C@H]([C@H]([C@H]1C1=C(C(=C(C=C1)F)F)OC)OC)C